N1(CCCC1)C=1C(=NC=CC1)N 3-(pyrrolidin-1-yl)pyridin-2-amine